FC(C=1N=C(OC1C(=O)N1[C@@H](C2=C(CC1)NC=N2)C2=NN1C(C=CC=C1OCC)=C2)C(C)(C)O)F (S)-(4-(difluoromethyl)-2-(2-hydroxypropan-2-yl)oxazol-5-yl)(4-(7-ethoxypyrazolo[1,5-a]pyridin-2-yl)-6,7-dihydro-1H-imidazo[4,5-c]pyridin-5(4H)-yl)methanone